COC1=CC=C(C=C1)S(=O)(=O)N(C(C)=O)C1=C(C=CC2=CC=[N+](C=C2)[O-])C=CC=C1 4-(2-(N-((4-methoxyphenyl)sulfonyl)acetamido)styryl)pyridine 1-oxide